3-Amino-N-[5-isopropyl-4-(2-methylphenoxy)-6-(o-tolyl)pyrimidin-2-yl]benzenesulfonamide NC=1C=C(C=CC1)S(=O)(=O)NC1=NC(=C(C(=N1)OC1=C(C=CC=C1)C)C(C)C)C1=C(C=CC=C1)C